2,6-dichlorocyclohexa-2,5-diene-1,4-dione ClC=1C(C(=CC(C1)=O)Cl)=O